FC1=CC=C(C=C1)C1=NN2C(CN(CC2)C(C)=O)=C1C1=CC(=NC=C1)NC1=CC=NC=C1 1-(2-(4-fluorophenyl)-3-(2-(pyridin-4-ylamino)pyridin-4-yl)-6,7-dihydropyrazolo[1,5-a]pyrazin-5(4H)-yl)ethan-1-one